9-(4-(1-(azetidin-3-yl)-4-(trifluoromethyl)-1H-imidazol-2-yl)benzyl)-2-(2-isopropylphenyl)-7-methyl-7,9-dihydro-8H-purin-8-one N1CC(C1)N1C(=NC(=C1)C(F)(F)F)C1=CC=C(CN2C3=NC(=NC=C3N(C2=O)C)C2=C(C=CC=C2)C(C)C)C=C1